N1CC(CC1)CC(=O)O 2-(pyrrolidin-3-yl)acetic acid